C(C)(=O)C=1C(=NC(=CC1)N1C=NC2=C1C=CC(=C2)Br)N2N=C(C=C2C#N)C 2-[3-acetyl-6-(5-bromobenzimidazol-1-yl)-2-pyridyl]-5-methyl-pyrazole-3-carbonitrile